CN1C=NC(=C1)S(=O)(=O)N[C@@H]1CNC[C@H]1OCC1=CC=C(C=C1)C(F)(F)F 1-methyl-N-(trans-4-(4-(trifluoromethyl)benzyloxy)pyrrolidin-3-yl)-1H-imidazole-4-sulfonamide